C(C)(C)(C)OC(=O)[C@@]1([C@H](C1)C=O)C (1S,2S)-2-formyl-1-methylcyclopropane-1-carboxylic acid tert-butyl ester